5-carboxy-2,3,3-trimethyl-1-(4-sulfobutyl)-3H-indol-1-ium C(=O)(O)C=1C=C2C(C(=[N+](C2=CC1)CCCCS(=O)(=O)O)C)(C)C